NC1=NC=C(C=C1CCC[C@@H](C(=O)O)NC(=O)OC(C)(C)C)CCCC(=O)N1CCN(CC1)C=1C(=CC2=C(C(C=3NC4=CC(=CC=C4C3C2=O)C#N)(C)C)C1)CC (2S)-5-{2-amino-5-[4-(4-{3-cyano-9-ethyl-6,6-dimethyl-11-oxo-5H,6H,11H-benzo[b]carbazol-8-yl}piperazin-1-yl)-4-oxobutyl]pyridin-3-yl}-2-{[(tert-butoxy)carbonyl]amino}pentanoic acid